COC(C(CC)=O)=O methyl-2-oxobutanoate